ClC1=C2CCN([C@@H](C2=C(C=C1)OCC1=NSC(=C1)C)CN1C(CCC1)=O)C(=O)C1CCCCC1 (1S,2R)-2-((S)-5-Chloro-8-((5-methylisothiazol-3-yl)methoxy)-1-((2-oxopyrrolidin-1-yl)methyl)-1,2,3,4-tetrahydroisochinolin-2-carbonyl)cyclohexan